bromotris(4,4,4-trifluorobutyl)silane Br[Si](CCCC(F)(F)F)(CCCC(F)(F)F)CCCC(F)(F)F